tert-butyl (S)-2-[(N-ethyl-2,2,2-trifluoroacetamido)methyl]piperidine-1-carboxylate C(C)N(C(C(F)(F)F)=O)C[C@H]1N(CCCC1)C(=O)OC(C)(C)C